COC(C1=C(C=CC=C1)C1CNCC1)=O 2-(pyrrolidin-3-yl)benzoic acid methyl ester